(5-((2,6-dichlorobenzyl)oxy)-7-fluoro-2,3-dihydro-1H-inden-1-yl)piperidine-4-carboxylic acid ClC1=C(COC=2C=C3CCC(C3=C(C2)F)N2CCC(CC2)C(=O)O)C(=CC=C1)Cl